2,6-dibenzylphenol C(C1=CC=CC=C1)C1=C(C(=CC=C1)CC1=CC=CC=C1)O